N1CC(C1)N1CC2=NN(C=C2C1)C1(CCC1)C(=O)NC1=C(C=C(C=C1)C(F)(F)F)Cl 1-(5-(azetidin-3-yl)-5,6-dihydropyrrolo[3,4-c]pyrazol-2(4H)-yl)-N-(2-Chloro-4-(trifluoromethyl)phenyl)cyclobutane-1-carboxamide